C(CCC(C)C)OC1=C(C=C(C=C1)C=1SC2=C(C(=CC(N2C1C(=O)O)=O)CC1=CC=CC2=CC=CC=C12)OC)C 8-[4-(isohexyloxy)-3-methyl-phenyl]-5-methoxy-4-[(1-naphthyl)methyl]-2-oxo-7-thia-1-azabicyclo[4.3.0]non-3,5,8-triene-9-carboxylic acid